(2,6-difluoro-4-methylsulfanyl-phenyl)methanamine FC1=C(C(=CC(=C1)SC)F)CN